C(C=C)N1COC2=C(C1)C=CC=C2 3-Allyl-3,4-dihydro-2H-benzo[e][1,3]oxazin